CC=1N=NC=C(C1[C@@H](C)OC=1C=C2C(=NNC2=CC1)C1=CC2=C(OC3(CCN(CC3)C(C)C)OC2)C(=C1)OC)C (R)-6-(5-(1-(3,5-dimethylpyridazin-4-yl)ethoxy)-1H-indazol-3-yl)-1'-isopropyl-8-methoxy-4H-spiro[benzo[d][1,3]dioxine-2,4'-piperidine]